bis(tert-butylperoxy)3,5,5-trimethylcyclohexane C(C)(C)(C)OOC1(CC(CC(C1)(C)C)C)OOC(C)(C)C